2-[(5-Fluoro-2-hydroxy-phenyl)-[5-(trifluoromethyl)-1H-imidazol-2-yl]methyl]-6-[4-(1-methyl-4-piperidyl)phenyl]isoindolin-1-one FC=1C=CC(=C(C1)C(N1C(C2=CC(=CC=C2C1)C1=CC=C(C=C1)C1CCN(CC1)C)=O)C=1NC(=CN1)C(F)(F)F)O